4-[5-[4-(dimethylamino)piperidin-1-yl]-8-(1-methyl-1H-pyrrolo[2,3-b]pyridin-5-yl)imidazo[1,2-c]pyrimidin-7-yl]benzonitrile CN(C1CCN(CC1)C1=NC(=C(C=2N1C=CN2)C=2C=C1C(=NC2)N(C=C1)C)C1=CC=C(C#N)C=C1)C